N-(5,6,7,8-tetrahydronaphthalen-1-yl)acetamide sodium monofluorophosphate P(=O)([O-])([O-])F.[Na+].C1(=CC=CC=2CCCCC12)NC(C)=O.[Na+]